[N+](=O)([O-])C1=CC=CC=2C3=CC=CC=C3CCC12 nitro-9,10-dihydrophenanthrene